P(=S)#COCCO[C@H]1[C@@H](O[C@@H]([C@H]1O)CO)N1C=NC=2C(NC(C3=CC=CC=C3)=O)=NC=NC12 Thiophosphoryl-N6-benzoyl-2'-O-methoxyethyl-adenosine